Ethyl 2-(5-isopropyl-8-oxothiazolo[5',4':4,5]pyrrolo[1,2-d][1,2,4]triazin-7(8H)-yl)acetate C(C)(C)C1=NN(C(C=2N1C1=C(C2)SC=N1)=O)CC(=O)OCC